[Si](C1=CC=CC=C1)(C1=CC=CC=C1)(C(C)(C)C)OC1CCC(CC1)C(=O)OC methyl (1s,4s)-4-[(tert-butyldiphenylsilyl)oxy]cyclohexane-1-carboxylate